(Z)-S-(2-(N-((4-amino-2-methylpyrimidin-5-yl)methyl)formamido)-5-hydroxypent-2-en-3-yl) 3,5-dichloro-[1,1'-biphenyl]-4-carbothioate ClC=1C=C(C=C(C1C(S\C(=C(\C)/N(C=O)CC=1C(=NC(=NC1)C)N)\CCO)=O)Cl)C1=CC=CC=C1